2-[4-[(E)-3-[4-(Carboxymethoxy)-3-methoxyphenyl]prop-2-enoyl]phenoxy]acetic acid C(=O)(O)COC1=C(C=C(C=C1)/C=C/C(=O)C1=CC=C(OCC(=O)O)C=C1)OC